Pentabromoethan BrC(C(Br)(Br)Br)Br